1-(2-((1,4-dihydroquinazolin-2-yl)thio)ethyl)pyrrolidin-2-one N1C(=NCC2=CC=CC=C12)SCCN1C(CCC1)=O